3,5-bis(1,1-dimethylethyl)-4-hydroxyphenylpropionate CC(C)(C)C=1C=C(C=C(C1O)C(C)(C)C)OC(CC)=O